(3-chloro-5-fluorophenyl)-2-azaspiro[3.3]heptane-6-carboxamide ClC=1C=C(C=C(C1)F)C1NCC12CC(C2)C(=O)N